BrCC1=C(C=CC(=C1)Cl)OC1CC1 2-(bromomethyl)-4-chloro-1-cyclopropoxybenzene